C[Si](CCOCN1N=CC=C1)(C)C ((2-(trimethylsilyl)ethoxy)methyl)-1H-pyrazole